BrC=1C=CC(=NC1C)C=O 5-bromo-6-methyl-pyridine-2-carbaldehyde